N-cinnamyl-6-methyl-2-(trifluoromethyl)thieno[2,3-d]pyrimidin-4-amine C(C=CC1=CC=CC=C1)NC=1C2=C(N=C(N1)C(F)(F)F)SC(=C2)C